7-bromo-6-oxo-5H-1,5-naphthyridine-3-carboxylic acid ethyl ester C(C)OC(=O)C=1C=NC=2C=C(C(NC2C1)=O)Br